BrC1=CN(C2=C(C=CC=C12)[N+](=O)[O-])S(=O)(=O)C1=CC=C(C=C1)C 3-bromo-7-nitro-1-(4-methylphenylsulfonyl)-1H-indole